C(C)(C)(C)OC(=O)N(CCCCCCN1C(=CC=2C1=NC(=CC2)\C(=C\C(=O)OCC)\C)C2=NC1=C(N2C)C(=CC(=C1)C(=O)OC)OC)C(=O)OC(C)(C)C methyl 2-[1-[6-[bis(tert-butoxycarbonyl)amino]hexyl]-6-[(E)-3-ethoxy-1-methyl-3-oxo-prop-1-enyl]pyrrolo[2,3-b]pyridin-2-yl]-7-methoxy-1-methyl-benzimidazole-5-carboxylate